(2,5-dioxopyrrolidin-1-yl) 6-[[5-[2-[5-[(3aS,4S,6aR)-2-oxo-1,3,3a,4,6,6a-hexahydrothieno[3,4-d]imidazol-4-yl]pentanoylamino]ethylcarbamoyl]-1-naphthyl]oxy]pyridine-3-carboxylate O=C1N[C@H]2[C@@H](N1)CS[C@H]2CCCCC(=O)NCCNC(=O)C2=C1C=CC=C(C1=CC=C2)OC2=CC=C(C=N2)C(=O)ON2C(CCC2=O)=O